C1(CC1)C(=O)NNC(C(C1=CC=C(C=C1)F)N1C[C@@H](N(C[C@@H]1C)C(=O)OC(C)(C)C)C)=O |&1:21| tert-butyl (2S,SR)-4-(2-(2-(cyclopropanecarbonyl)hydrazineyl)-1-(4-fluorophenyl)-2-oxoethyl)-2,5-dimethylpiperazine-1-carboxylate